(R)-α-methoxy-α-trifluoromethylphenylacetic acid CO[C@](C(=O)O)(C(F)(F)F)C1=CC=CC=C1